C(C)(C)(C)OC(=O)N(S(=O)(=O)C1=CC=C(C=C1)[C@H]1C(C1)(C)C)C(C)(C)C (1R,3R)-3-{4-[(tert-Butoxycarbonyl)(tert-butyl)sulfamoyl]Phenyl}-2,2-dimethylcyclopropane